C1(CC1)C(=O)NC(C(=O)O)CCN(CCCCC1=NC=2NCCCC2C=C1)CC(COC)F 2-(cyclopropanecarbonylamino)-4-[(2-fluoro-3-methoxy-propyl)-[4-(5,6,7,8-tetrahydro-1,8-naphthyridin-2-yl)butyl]amino]butanoic acid